C1=CC=CCCCC1.[Rh] rhodium cyclooctadiene